FC(CN1N=CC=N1)F 2-(2,2-difluoroethyl)-2H-1,2,3-triazole